(5S,6R)-6-((R)-5H-imidazo[5,1-a]isoindol-5-yl)-5,6,7,8-tetrahydroisoquinolin-5-ol C=1N=CN2C1C1=CC=CC=C1[C@H]2[C@@H]2[C@@H](C=1C=CN=CC1CC2)O